[N+](=O)([O-])C1=C(OCCN2N=CN=C2)C=CC=C1 1-(2-(2-nitrophenoxy)ethyl)-1H-1,2,4-triazole